N4-(2-chlorophenyl)-N2-(3,5-dichlorophenyl)quinazoline-2,4-diamine ClC1=C(C=CC=C1)NC1=NC(=NC2=CC=CC=C12)NC1=CC(=CC(=C1)Cl)Cl